4-(3-(3-methoxypyridin-2-yl)pyrazolo[1,5-a]pyrimidin-5-yl)piperazine-1-carboxylic acid isopropyl ester C(C)(C)OC(=O)N1CCN(CC1)C1=NC=2N(C=C1)N=CC2C2=NC=CC=C2OC